tert-Butyl (2R,4S)-4-(benzyloxy)-2-((3-(((R)-1-((tert-butyldiphenylsilyl)oxy)propan-2-yl)oxy)-2-(methoxycarbonyl)-5-methylphenoxy)methyl)pyrrolidin-1-carboxylate C(C1=CC=CC=C1)O[C@H]1C[C@@H](N(C1)C(=O)OC(C)(C)C)COC1=C(C(=CC(=C1)C)O[C@@H](CO[Si](C1=CC=CC=C1)(C1=CC=CC=C1)C(C)(C)C)C)C(=O)OC